CS(=O)(=O)O[C@H](CN(C1CC1)CC=1N(N=CC1I)[C@H](CO[Si](C)(C)C(C)(C)C)C)C [(1S)-2-[[2-[(1S)-2-[tert-butyl(dimethyl)silyl]oxy-1-methyl-ethyl]-4-iodo-pyrazol-3-yl]methyl-cyclopropyl-amino]-1-methyl-ethyl] methanesulfonate